tert-butyl ((S)-1-(((S)-1-((4-(hydroxymethyl)-3-iodophenyl)amino)-1-oxopropan-2-yl)amino)-3-methyl-1-oxobutan-2-yl)carbamate OCC1=C(C=C(C=C1)NC([C@H](C)NC([C@H](C(C)C)NC(OC(C)(C)C)=O)=O)=O)I